Isopropyl L-alaninate N[C@@H](C)C(=O)OC(C)C